ethyl-dimethyl-(isopropoxy)silane C(C)[Si](OC(C)C)(C)C